CNS(=O)(=O)CC#C N-methyl-ethynyl-methanesulfonamide